C(C=1C(O)=CC=CC1)=NC1C(CCCC1)N=CC=1C(O)=CC=CC1 N,N'-bis(salicylidene)-1,2-diaminocyclohexane